FC1(CN(CC12CNC2)C=2C=C(C=C1C=NC(=NC21)N[C@H]2[C@@H](CN(CC2)S(=O)(=O)C)O)C(F)F)F |r| racemic-(3R,4R)-4-((8-(8,8-difluoro-2,6-diazaspiro[3.4]oct-6-yl)-6-(difluoromethyl)quinazolin-2-yl)amino)-1-(methylsulfonyl)piperidin-3-ol